ClC1=C(C=CC(=C1)C(F)(F)F)NC(CN1C2=C(C(C(=C1CC)N1CCN(CC1)C(=O)C1=NC=NC(=C1O)C)=O)N=C(O2)C2=CC(=NC=C2)OC)=O N-(2-chloro-4-(trifluoromethyl)phenyl)-2-(5-ethyl-6-(4-(5-hydroxy-6-methylpyrimidine-4-carbonyl)piperazin-1-yl)-2-(2-methoxypyridin-4-yl)-7-oxooxazolo[5,4-b]pyridin-4(7H)-yl)acetamide